COC1=C(C=C(C(=C1)CC)OC)CCN 2C-E-2,5-Dimethoxy-4-ethylphenylethylamin